N-(4-((7-cyano-2-((5',6'-dihydrospiro[cyclobutane-1,4'-pyrrolo[1,2-b]pyrazol]-2'-yl)amino)-1-methyl-1H-imidazo[4,5-b]pyridin-6-yl)oxy)pyridin-2-yl)cyclopropanecarboxamide C(#N)C1=C2C(=NC=C1OC1=CC(=NC=C1)NC(=O)C1CC1)N=C(N2C)NC=2C=C1N(N2)CCC12CCC2